(±)-2-(4-(1-chloroethyl)phenyl)-1-isopropyl-4-(trifluoromethyl)-1H-imidazole Cl[C@H](C)C1=CC=C(C=C1)C=1N(C=C(N1)C(F)(F)F)C(C)C |r|